CC1=NN(C(=C1)C)C=1C=C(C=CC1)[C@H](CC(=O)OC)CN1CC2(C1)CN(C2)CC2=NC=1NCCCC1C=C2 methyl (S)-3-(3-(3,5-dimethyl-1H-pyrazol-1-yl)phenyl)-4-(6-((5,6,7,8-tetrahydro-1,8-naphthyridin-2-yl)methyl)-2,6-diazaspiro[3.3]heptane-2-yl)butanoate